N-[4-chloro-3-[[(4-chloro-2-fluorophenyl)amino]carbonyl]phenyl]-β,3-bis(trifluoro-methyl)benzenepropanamide ClC1=C(C=C(C=C1)NC(CC(C1=CC(=CC=C1)C(F)(F)F)C(F)(F)F)=O)C(=O)NC1=C(C=C(C=C1)Cl)F